FC1=C(C=C(C=C1)[N+](=O)[O-])[N+]#[C-] 2-FLUORo-5-NITROPHENYLISOCYANIDE